C(C)(C)(C)C=1C=C(C#N)C=CC1OC1=NC=C(C=C1)N1C(NC=2C1=NC=CC2)=O 3-tert-butyl-4-[[5-(2-oxo-1H-imidazo[4,5-b]pyridin-3-yl)-2-pyridyl]oxy]benzonitrile